piperazin-2-ylmethyl 1-[2-chloro-4-[[3-[4-(cyanomethoxy)-2,3-difluorophenyl]imidazo[1,2-a]pyrazin-8-yl]amino]benzoyl]piperidine-4-carboxylate ClC1=C(C(=O)N2CCC(CC2)C(=O)OCC2NCCNC2)C=CC(=C1)NC=1C=2N(C=CN1)C(=CN2)C2=C(C(=C(C=C2)OCC#N)F)F